C(C)OC(=O)N1CCC=C(C1)C1=C(C=C(C(=C1)NC(=O)C1=CNC(C=C1C(F)(F)F)=O)N1C[C@H](N([C@H](C1)C)C)C)F 5-[2-fluoro-5-[[6-oxo-4-(trifluoromethyl)-1H-pyridine-3-carbonyl]amino]-4-[(3R,5S)-3,4,5-trimethylpiperazin-1-yl]phenyl]-3,6-dihydro-2H-pyridine-1-carboxylic acid ethyl ester